1-[7-(1,3-Benzodioxol-5-yl)-1-oxo-2,4,6-heptatrienyl]piperidine O1COC2=C1C=CC(=C2)C=CC=CC=CC(=O)N2CCCCC2